C(N)(OC1=C(C(=C(C(=C1)C#N)C)Cl)C1CN(C1)C1=CC(=C(C(=C1)F)C1C(NC(CC1)=O)=O)F)=O 1-(4-(2,6-dioxopiperidin-3-yl)-3,5-difluorophenyl)azetidin-3-yl(3-chloro-5-cyano-4-methylphenyl) carbamate